N-(5-(((5r,8s)-1-oxaspiro(4.5)decan-8-yl)oxy)-1,3,4-thiadiazol-2-yl)-2'-chloro-5'-methoxy-6-methyl-(4,4'-bipyridine)-3-carboxamide O1CCCC12CCC(CC2)OC2=NN=C(S2)NC(=O)C=2C=NC(=CC2C2=CC(=NC=C2OC)Cl)C